C(CCC(=O)OC1=C(C(=C(C(=C1F)F)F)F)F)(=O)OC1C#CCCCCC1 cycloocta-2-yn-1-yl (perfluorophenyl) succinate